2-isopropyl-4-(methylaminomethyl)thiazole C(C)(C)C=1SC=C(N1)CNC